C(C)(C)(C)C1=CC2=C(OP(OC3=C(C2)C=C(C=C3C(C)(C)C)C(C)(C)C)O)C(=C1)C(C)(C)C 2,4,8,10-tetra-t-butyl-6-hydroxy-12H-dibenzo(d,g)(1,3,2)dioxaphosphocin